tert-butyl [1-(p-bromophenyl)cyclobutyl]carbamate BrC1=CC=C(C=C1)C1(CCC1)NC(OC(C)(C)C)=O